(S)-2-(4-(5-methylisoxazol-4-yl)indoline-1-carbonyl)pyrrolidine-1-carbonitrile CC1=C(C=NO1)C1=C2CCN(C2=CC=C1)C(=O)[C@H]1N(CCC1)C#N